1-((4,4''-divinyl-[1,1':3',1''-terphenyl]-5'-yl)methyl)-1H-imidazole-4,5-dicarbonitrile C(=C)C1=CC=C(C=C1)C1=CC(=CC(=C1)CN1C=NC(=C1C#N)C#N)C1=CC=C(C=C1)C=C